F[C@@H]1[C@@H](C1)NC(=O)C1=CN=C2N1N=C(C=C2NC)N2CCC1=C(C=CC=C21)C2=CC=C(C=N2)C(=O)O 6-[1-(3-{[(1R,2S)-2-fluorocyclopropyl]carbamoyl}-8-(methylamino)imidazo[1,2-b]pyridazin-6-yl)-2,3-dihydroindol-4-yl]pyridine-3-carboxylic acid